FC=1C=C2C(N(C(=NC2=CC1)NC=1C=NC=CC1)C1=C(C=CC=C1)F)=O 6-fluoro-3-(2-fluorophenyl)-2-(pyridin-3-ylamino)quinazolin-4(3H)-one